Cl.NC(=N)N guanidine-hydrochloride